BrC1=NC(=CC2=C1OC1C(O2)CCCC1)I 1-bromo-3-iodo-5a,6,7,8,9,9a-hexahydrobenzo[5,6][1,4]dioxino[2,3-c]pyridine